[C@@H]1([C@H](O)[C@H](O)[C@@H](CO)O1)N1C(=O)NC(=O)C=C1 [1H8]Uridine